OCC([C@H](C[C@H]1C(NCC1)=O)NC([C@H](CC(C)C)NC(C(=O)NC1=CC=CC=C1)=O)=O)=O N1-((S)-1-(((S)-4-hydroxy-3-oxo-1-((S)-2-oxopyrrolidin-3-yl)butan-2-yl)amino)-4-methyl-1-oxopentan-2-yl)-N2-phenyloxalamide